ClC1=CC=C2C3(CC=4C(=NOC4C2=C1)NS(=O)(=O)C1=C(C=CC=C1OC)OC)CC3 N-(8'-chloro-4'H-spiro[cyclopropane-1,5'-naphtho[2,1-d]isoxazol]-3'-yl)-2,6-dimethoxybenzenesulfonamide